NC1=C(C=C(N=N1)C1=C(C=CC=C1)O)N1CC2CCC(C1)N2C2=CC(=NC=C2)C#CC2CNCC2 2-(6-amino-5-(8-(2-(pyrrolidin-3-ylethynyl)pyridin-4-yl)-3,8-diazabicyclo[3.2.1]oct-3-yl)pyridazin-3-yl)phenol